C(C)(C)(C)OC(=O)N1CCC(=CC1)C1=CC(=C(C=C1)NC(=O)C1=CC(=C(C=C1)C=1CCN(CC1)C(=O)OC(C)(C)C)C)C tert-butyl 4-(4-((4-(1-(tert-butoxycarbonyl)-1,2,3,6-tetrahydropyridin-4-yl)-2-methylphenyl)carbamoyl)-2-methylphenyl)-3,6-dihydropyridine-1(2H)-carboxylate